C(C)(C)(C)OC(CN(C)C)N(C)C 1-tert-butoxy-N,N'-tetramethylethylenediamine